OC1=C(C=C(C=C1)O)C1=NC2=CC=CC=C2C(N1)=O 2-(2',5'-Dihydroxy-phenyl)-4(3H)-quinazolinone